ClC=1C(=NC(=NC1)N1C[C@@H](CC1)C1=CC=C(C=2N1C(=NN2)CC2CC2)C(F)(F)F)OCC ((R)-1-(5-chloro-4-ethoxy-pyrimidin-2-yl)pyrrolidin-3-yl)-3-(cyclopropylmethyl)-8-(trifluoromethyl)-[1,2,4]triazolo[4,3-a]pyridine